ClC1=CC=C(C=C1)NC(C(C)N1CC2C(C1)CC(C2)NC2=CC=NC1=CC=C(C=C21)F)=O N-(4-chlorophenyl)-2-(5-((6-fluoroquinolin-4-yl)amino)hexahydrocyclopenta[c]pyrrol-2(1H)-yl)propanamide